2,5-dimethyl-4-acetoxybenzoic acid CC1=C(C(=O)O)C=C(C(=C1)OC(C)=O)C